rac-(3S)-1-[3-[6-[3-(Trifluoromethyl)pyrrolidin-1-yl]-3-pyridyl]azetidine-1-carbonyl]pyrrolidine-3-carboxamide FC(C1CN(CC1)C1=CC=C(C=N1)C1CN(C1)C(=O)N1C[C@H](CC1)C(=O)N)(F)F |r|